FC(C1=CC(=NC=C1)N[C@H]1CCC2=CC(=CC=C12)NC(C=C)=O)(F)F N-[(1S)-1-[[4-(trifluoromethyl)pyridin-2-yl]amino]-2,3-dihydro-1H-inden-5-yl]acrylamide